tert-butyl (S)-2-((S)-1-(benzyloxy)-3-methyl-1-oxobutan-2-yl)-1-oxo-2,7-diazaspiro[4.5]decane-7-carboxylate C(C1=CC=CC=C1)OC([C@H](C(C)C)N1C([C@@]2(CC1)CN(CCC2)C(=O)OC(C)(C)C)=O)=O